phenyl-tin C1(=CC=CC=C1)[Sn]